C(CCCCCCC)N(CCCCCCCC)[Si](C)(C)C N,N-dioctyl-(trimethylsilyl)amine